BrC1=CC(=C(C(=C1)CNC1(CC1)CO)O)Cl 4-bromo-2-chloro-6-({[1-(hydroxymethyl)cyclopropyl]amino}methyl)phenol